CC(=C)CC 2,3-dimethylpropylene